tert-butyl (4S)-5-amino-5-oxo-4-(1-oxo-5-vinyl-isoindolin-2-yl)pentanoate NC([C@H](CCC(=O)OC(C)(C)C)N1C(C2=CC=C(C=C2C1)C=C)=O)=O